3-((4-methoxyphenyl)sulfonyl)-6-nitro-4-(1H-1,2,4-triazol-1-yl)quinoline COC1=CC=C(C=C1)S(=O)(=O)C=1C=NC2=CC=C(C=C2C1N1N=CN=C1)[N+](=O)[O-]